(1H-imidazo[4,5-b]pyridin-2-yl)(4-(2-(trifluoromethyl)phenyl)piperidin-1-yl)methanone ethyl-4-amino-3-methylpyrazolo[1,5-a]quinoxaline-8-carboxylate C(C)OC(=O)C1=CC=C2N=C(C=3N(C2=C1)N=CC3C)N.N3C(=NC1=NC=CC=C13)C(=O)N1CCC(CC1)C1=C(C=CC=C1)C(F)(F)F